ClC=1C(=NC(=NC1)NC1CCOCC1)C1=CC=C2CN(C(C2=C1)=O)CC(=O)N[C@H](CO)C1=NC(=CC=C1)OC 2-(6-{5-chloro-2-[(oxacyclohex-4-yl)amino]pyrimidin-4-yl}-1-oxo-2,3-dihydro-1H-isoindol-2-yl)-N-[(1S)-2-hydroxy-1-(6-methoxypyridin-2-yl)ethyl]acetamide